4-chloro-6-(trifluoromethyl)-1,2,3-benzotriazole ClC1=CC(=CC=2NN=NC21)C(F)(F)F